O1CC(C1)NS(=O)(=O)C1=C2C=CC=C(C2=CC=C1)NC([C@H](CC1=CC=CC=C1)NC(=O)C1CCCCC1)=O (S)-N-(1-(5-(N-oxetan-3-ylsulfamoyl)naphthalen-1-ylamino)-1-oxo-3-phenylpropan-2-yl)cyclohexanecarboxamide